[Cl-].CCCCC=CCCCC dec-5-ene chloride salt